C(C)NC1=CC(=CC(=N1)N1C(C2=CC(=CC(=C2C1)C(F)(F)F)COC(C)C)=O)C1=C(C=NN1C)C1=NN=CN1C 2-(6-(ethylamino)-4-(1-methyl-4-(4-methyl-4H-1,2,4-triazol-3-yl)-1H-pyrazol-5-yl)pyridin-2-yl)-6-(isopropoxymethyl)-4-(trifluoromethyl)isoindolin-1-one